6-chloro-1-((1r,4r)-4-methoxycyclohexyl)-1H-pyrazolo[3,4-d]pyrimidine ClC1=NC=C2C(=N1)N(N=C2)C2CCC(CC2)OC